tris(2,3,4,5,6-pentafluorophenyl)-phosphine FC1=C(C(=C(C(=C1F)F)F)F)P(C1=C(C(=C(C(=C1F)F)F)F)F)C1=C(C(=C(C(=C1F)F)F)F)F